(Z)-6,6-difluoro-4-isopentyl-3-methyl-2-(2-(thiophen-3-yl)ethyl)hept-2-enedioate FC(CC(\C(=C(/C(=O)[O-])\CCC1=CSC=C1)\C)CCC(C)C)(C(=O)[O-])F